3-hydroxy-1-methylquinuclidin-1-ium OC1C[N+]2(CCC1CC2)C